6-amino-2,3-dihydro-1H-indene-5-carbaldehyde NC1=C(C=C2CCCC2=C1)C=O